C(C1=CC=CC=C1)OC=1C(C=C(N(C1)C)CNC(C1=CC=C(C=C1)OC)=O)=O N-((5-(benzyloxy)-1-methyl-4-oxo-1,4-dihydropyridin-2-yl)methyl)-4-methoxybenzamide